N[C@@H](CC[35S]C)C(=O)O [35S]-methionine